C1(=CC=C(C=C1)C1=NC(=NC(=N1)C(Cl)(Cl)Cl)C(Cl)(Cl)Cl)C 2-(p-tolyl)-4,6-bis(trichloromethyl)-1,3,5-triazine